O1C(CCC2=CC=CC=C12)/C=C/C(=O)OCC ethyl (E)-3-chroman-2-yl-acrylate